C(C)(C)(C)OC(=O)[C@@H](CCCCNC(NCC)=O)[C@@H]1CN(CC1)C(=O)OC(C)(C)C tert-Butyl (3R)-3-[(1S)-1-tert-butoxycarbonyl-5-(ethylcarbamoylamino)pentyl]pyrrolidine-1-carboxylate